CN1C(CCC2=CC=C(C=C12)C(=O)N)=O 1-methyl-2-oxo-1,2,3,4-tetrahydroquinoline-7-carboxamide